CN1C[C@@H]2[C@H](CC1)CCN2C=2C(N(C(=NN2)C=2C=CC1=C(CCO1)C2O)C)=O 6-[(3aR,7aS)-6-Methyl-3,3a,4,5,7,7a-hexahydro-2H-pyrrolo[2,3-c]pyridin-1-yl]-3-(4-hydroxy-2,3-dihydrobenzofuran-5-yl)-4-methyl-1,2,4-triazin-5-one